2-propyl-2-aminopurine C(CC)C1(N=CC2=NC=NC2=N1)N